[Na].[K] potassium sodium salt